phenyl (3-chloro-4-methyl-5-((4-methylmorpholin-3-yl) methyl)phenyl)carbamate ClC=1C=C(C=C(C1C)CC1N(CCOC1)C)NC(OC1=CC=CC=C1)=O